ethyl 2-((5-(((trifluoromethyl)sulfonyl)oxy)pyridin-2-yl)methyl)oxazole-4-carboxylate FC(S(=O)(=O)OC=1C=CC(=NC1)CC=1OC=C(N1)C(=O)OCC)(F)F